C1(CC1)N1N=CC(=C1)C1=CC=2N(C=C1)C(=CN2)C2=CC(=C(C(=C2)OC)C=2OC(=NN2)CC)OC 2-[4-[7-(1-cyclopropylpyrazol-4-yl)imidazo[1,2-a]pyridin-3-yl]-2,6-dimethoxyphenyl]-5-ethyl-1,3,4-oxadiazole